ammonium oxalat C(C(=O)[O-])(=O)[O-].[NH4+].[NH4+]